tert-Butyl (2-((4-(3,5-dichloro-4-(3-chloro-2-(methoxymethoxy) propoxy) phenethyl) phenoxy)methyl)allyl)(methylsulfonyl)carbamate ClC=1C=C(CCC2=CC=C(OCC(CN(C(OC(C)(C)C)=O)S(=O)(=O)C)=C)C=C2)C=C(C1OCC(CCl)OCOC)Cl